C(C1=NN(C(=N1)O)CCC[Si](OCC)(OCC)OCC)C1=NN(C(=N1)O)CCC[Si](OCC)(OCC)OCC 3,3'-methylenebis{1-[3-(triethoxysilyl)propyl]-5-hydroxy-1,2,4-triazole}